(R)-tert-Butyl (1-(2-(1-(4-methoxybenzyl)-1H-indol-2-yl)-1-methyl-1H-benzo[d]imidazole-5-carbonyl)piperidin-3-yl)carbamate COC1=CC=C(CN2C(=CC3=CC=CC=C23)C2=NC3=C(N2C)C=CC(=C3)C(=O)N3C[C@@H](CCC3)NC(OC(C)(C)C)=O)C=C1